(2-(pyridin-3-yl)-2H-indazol-6-yl)methanol (Z)-oct-2-en-1-yl-11-(2-(dimethylamino)ethyl)icosanoate C(\C=C/CCCCC)C(C(=O)OCC=1C=CC2=CN(N=C2C1)C=1C=NC=CC1)CCCCCCCCC(CCCCCCCCC)CCN(C)C